O1C(CCC1)C(CC(C)=O)=O 1-(tetrahydro-2-furyl)-1,3-butanedione